CN1C(N(C(C2=C1SC=C2CC(=O)NC=2SC(=NN2)C=2C=NC(=NC2)N2[C@H](CCC2)C)=O)C)=O (S)-2-(1,3-dimethyl-2,4-dioxo-1,2,3,4-tetrahydrothieno[2,3-D]pyrimidin-5-yl)-N-(5-(2-(2-methylpyrrolidin-1-yl)pyrimidin-5-yl)-1,3,4-thiadiazol-2-yl)acetamide